tert-butyl (4-(((3-aminoquinolin-4-yl)amino)methyl)benzyl)carbamate NC=1C=NC2=CC=CC=C2C1NCC1=CC=C(CNC(OC(C)(C)C)=O)C=C1